FC(C1=C(C=CC(=C1)C(F)(F)F)C(C)N1N=CC(=C1)NC(=O)C=1N=NN(C1)C1=NC=CC=C1)(F)F N-(1-(1-(2,4-bis(trifluoromethyl)phenyl)ethyl)-1H-pyrazol-4-yl)-1-(pyridine-2-yl)-1H-1,2,3-triazole-4-carboxamide